BrC=1C=C(C(=NC1)OC1=CC=C(C=C1)OC(F)(F)F)OC 5-bromo-3-methoxy-2-(4-(trifluoromethoxy)phenoxy)pyridine